5-amino-6-(bis(4-methoxybenzyl)amino)-2-butoxypyrimidine-4-carboxylic acid methyl ester COC(=O)C1=NC(=NC(=C1N)N(CC1=CC=C(C=C1)OC)CC1=CC=C(C=C1)OC)OCCCC